Thiazol-2(3H)-one S1C(NC=C1)=O